NC1=C(C=C(C(=O)O)C=C1)NCC1=CN=CN1CCOC 4-amino-3-(((1-(2-methoxyethyl)-1H-imidazol-5-yl)methyl)amino)benzoic acid